N-methyl-4-((2-methyl-5-(3-((4-methylpiperazin-1-yl)methyl)-5-(trifluoromethyl)benzoylamino)benzyl)amino)pyridineamide CNC(=O)C1=NC=CC(=C1)NCC1=C(C=CC(=C1)NC(C1=CC(=CC(=C1)C(F)(F)F)CN1CCN(CC1)C)=O)C